CC1=NC2=CC=CC=C2C(=C1C(=O)O)C(=O)O 2-methyl-Quinoline-3,4-dicarboxylic acid